CC(C(=O)ON1C(CCC1=O)=O)CC Succinimidyl α-Methylbutanoate